Racemic-6-((3-((1-(4-fluorophenyl)ethyl)thio)propanoyl)-3,8-diazabicyclo[3.2.1]octan-8-yl)nicotinonitrile FC1=CC=C(C=C1)C(C)SCCC(=O)C12CNCC(CC1)N2C2=NC=C(C#N)C=C2